ClC=1C(=NC(=NC1)N[C@H](CO)C)C1=CC=C2CN(C(C2=C1)=O)[C@@H](C(=O)N[C@H](CO)C1=CC(=CC(=C1)OC([2H])([2H])[2H])F)C (2R)-2-[6-(5-Chloro-2-{[(2S)-1-hydroxypropan-2-yl]amino}pyrimidin-4-yl)-1-oxo-2,3-dihydro-1H-isoindol-2-yl]-N-[(1S)-1-[3-fluoro-5-trideuteromethoxyphenyl]-2-hydroxyethyl]propanamid